4-(bromomethyl)-2-methoxy-1-nitrobenzene BrCC1=CC(=C(C=C1)[N+](=O)[O-])OC